6-Methoxy-1-methyl-4-[4-(5-methyl-1,3-benzoxazol-2-yl)piperidin-1-yl]-2-oxo-1,2-dihydroquinoline-3-carboxamide COC=1C=C2C(=C(C(N(C2=CC1)C)=O)C(=O)N)N1CCC(CC1)C=1OC2=C(N1)C=C(C=C2)C